CC1=C(C(=C(C1(C)[Ba]C1(C(=C(C(=C1C)C)C)C)C)C)C)C bis(pentamethylcyclopentadienyl)barium